(2R)-N-[2-(1-benzylpiperidin-4-yl)ethyl]-2-methyl-4-(quinolin-3-yl)piperazine-1-carboxamide C(C1=CC=CC=C1)N1CCC(CC1)CCNC(=O)N1[C@@H](CN(CC1)C=1C=NC2=CC=CC=C2C1)C